[Br-].C(C)[N+](C)(CCO)CC diethyl(2-hydroxyethyl)methylammonium bromide